6-chloro-5'-(5-chloro-2-methylphenyl)-3'-isopropyl-2'-(6-isopropyl-2-methoxypyridin-3-yl)-3'H-spiro[indoline-3,4'-pyrrolo[3,4-d]imidazole]-2,6'(5'H)-dione ClC1=CC=C2C(=C1)NC(C21N(C(C=2N=C(N(C21)C(C)C)C=2C(=NC(=CC2)C(C)C)OC)=O)C2=C(C=CC(=C2)Cl)C)=O